C(C)OC1=NC=CC=C1C1=CN(C2=NC(=CC=C21)NC(=O)[C@@H]2[C@@H](C2)F)COCC[Si](C)(C)C (1R,2R)-N-(3-(2-ethoxypyridin-3-yl)-1-((2-(trimethylsilyl)ethoxy)methyl)-1H-pyrrolo[2,3-b]pyridin-6-yl)-2-fluorocyclopropane-1-carboxamide